tert-butyl (R)-(1-hydroxypent-4-yn-2-yl)carbamate OC[C@@H](CC#C)NC(OC(C)(C)C)=O